COC(=O)C=1C=C2C(=NC1)NC(C2)(C)C 2,2-Dimethyl-1H,2H,3H-pyrrolo[2,3-b]pyridine-5-carboxylic acid methyl ester